tert-butyl (3aR,6aR)-4-acetamido-4-(tert-butylcarbamoyl)-5-(3-(4,4,5,5-tetramethyl-1,3,2-dioxaborolan-2-yl)propyl)hexahydrocyclopenta[b]pyrrole-1(2H)-carboxylate C(C)(=O)NC1(C(C[C@H]2N(CC[C@H]21)C(=O)OC(C)(C)C)CCCB2OC(C(O2)(C)C)(C)C)C(NC(C)(C)C)=O